methyl-9-(3,3,3-trifluoropropyl)-1,5,9-triazacyclododecan CN1CCCNCCCN(CCC1)CCC(F)(F)F